tert-butyl (3S)-3-[4-[3-chloro-4-(cyclobutoxy)-2-fluoro-anilino]pyrido[3,2-d]pyrimidin-6-yl]oxypyrrolidine-1-carboxylate ClC=1C(=C(NC=2C3=C(N=CN2)C=CC(=N3)O[C@@H]3CN(CC3)C(=O)OC(C)(C)C)C=CC1OC1CCC1)F